BrC1=CC=C(C=C1)NS(=O)(=O)C=1C=C(C(=O)NC=2C=NC(=CC2)OC)C=CC1 3-(N-(4-bromophenyl)sulfamoyl)-N-(6-methoxypyridin-3-yl)benzamide